C(C)(=O)NC1=C(C=C(C=C1)C1=CC(=CC(=C1O)C1=CC(=NC=C1)N1CCNCC1)C(=O)NC)F 4'-Acetamido-3'-fluoro-6-hydroxy-N-methyl-5-(2-(piperazin-1-yl)pyridin-4-yl)-[1,1'-biphenyl]-3-carboxamide